sodium 1-(4-chlorophenyl)pyrazol-3-ol ClC1=CC=C(C=C1)N1N=C(C=C1)O.[Na]